Cl.Cl.Cl.C(C=C)(=O)N acrylamide Tris-HCl